COCCCN1N=CC(=C1)C1=CC=2C(=NC=C(C2)C(=O)NC=2C(=NC=C(C2)NC(CN2CCCCC2)=O)C)N1 2-(1-(3-methoxypropyl)-1H-pyrazol-4-yl)-N-(2-methyl-5-(2-(piperidin-1-yl)acetamido)pyridin-3-yl)-1H-pyrrolo[2,3-b]pyridine-5-carboxamide